[N-](S(=O)(=O)C(F)(F)F)S(=O)(=O)C(F)(F)F.C(CCC)N1C=[N+](C=C1)C 1-butyl-3-methylimidazolium-bis(trifluoromethanesulfonyl)imide